OC1CCN(CC1)C=1C=CC(=NC1)NC1=CC=NC=2C(=CNC(C12)=O)C 4-[[5-(4-hydroxy-1-piperidinyl)-2-pyridinyl]amino]-8-methyl-6H-1,6-naphthyridin-5-one